[2-(2-prop-2-ynyloxyethoxy)ethyl]Carbamic acid tert-butyl ester C(C)(C)(C)OC(NCCOCCOCC#C)=O